(R)-N'-((3,6-dimethyl-2-(trifluoromethyl)-6,7-dihydro-5H-cyclopenta[b]pyridin-4-yl)carbamoyl)-2-(2-hydroxypropan-2-yl)thiazole-5-sulfonimidamide CC=1C(=C2C(=NC1C(F)(F)F)CC(C2)C)NC(=O)N=[S@](=O)(N)C2=CN=C(S2)C(C)(C)O